2-[4-(Chloromethyl)phenyl]-1-methyl-4-(trifluoromethyl)imidazole ClCC1=CC=C(C=C1)C=1N(C=C(N1)C(F)(F)F)C